FC(OC1=CC=C(C=C1)S(=O)(=O)N1CCOC2(CCN(C2)CC2CCOCC2)C1)F 9-((4-(Difluoromethoxy)phenyl)sulfonyl)-2-((tetrahydro-2H-pyran-4-yl)methyl)-6-oxa-2,9-diazaspiro[4.5]decane